BrC1=CC(=C(C=C1CC)O)CCCO 4-Bromo-5-ethyl-2-(3-hydroxypropyl)phenol